N-(2-fluoro-4-((1-(6-methylpyridin-3-yl)-1H-pyrazol-3-yl)oxy)phenyl)-6-(piperidin-4-yloxy)quinazolin-4-amine trifluoroacetate FC(C(=O)O)(F)F.FC1=C(C=CC(=C1)OC1=NN(C=C1)C=1C=NC(=CC1)C)NC1=NC=NC2=CC=C(C=C12)OC1CCNCC1